C1(CC1)C=1C=CC=2N(C1C(C=1N=NN(C1)C1=CC=C(C=C1)O)O)C=NC2 4-{4-[(6-Cyclopropyl-imidazo[1,5-a]pyridin-5-yl)-hydroxy-methyl]-[1,2,3]triazol-1-yl}-phenol